C(CCCCCCCC=CC=CC=CCCCC)(=O)N eleostearamide